(R)-N-(1-(1-(3-cyanobenzoyl)-2,3-dihydro-1H-indol-5-yl)ethyl)-4-fluorobenzamide C(#N)C=1C=C(C(=O)N2CCC3=CC(=CC=C23)[C@@H](C)NC(C2=CC=C(C=C2)F)=O)C=CC1